4-[(E)-2-(5-{2-[4-(morpholin-4-yl)phenyl]ethynyl}pyridin-2-yl)ethenyl]-1,3-thiazol-2-amine N1(CCOCC1)C1=CC=C(C=C1)C#CC=1C=CC(=NC1)/C=C/C=1N=C(SC1)N